N-((4,6-dimethyl-2-oxo-1,2-dihydropyridin-3-yl)methyl)-5-(ethyl-(tetrahydro-2H-pyran-4-yl)amino)-4'-((4-hydroxypiperidin-1-yl)methyl)-4-methyl-[1,1'-biphenyl]-3-carboxamide CC1=C(C(NC(=C1)C)=O)CNC(=O)C=1C=C(C=C(C1C)N(C1CCOCC1)CC)C1=CC=C(C=C1)CN1CCC(CC1)O